O4-{[(propane-2,2-diylbis(4,1-phenylene))bisoxy]bis(propane-1,2-diyl)}-bis(hepta-1,6-diene-2,4,4,6-tetracarboxylate) CC(C)(C1=CC=C(C=C1)OCC(C)C=C(CC(CC(=C)C(=O)[O-])(C(=O)[O-])C(=O)[O-])C(=O)[O-])C1=CC=C(C=C1)OCC(C)C=C(CC(CC(=C)C(=O)[O-])(C(=O)[O-])C(=O)[O-])C(=O)[O-]